[5-(Benzyloxy)pentyl]triphenylphosphanium C(C1=CC=CC=C1)OCCCCC[P+](C1=CC=CC=C1)(C1=CC=CC=C1)C1=CC=CC=C1